2,4,6-triphenylphenol C1(=CC=CC=C1)C1=C(C(=CC(=C1)C1=CC=CC=C1)C1=CC=CC=C1)O